BrC=1C(C(=CN(C1CC)C)C(=O)NC1=CC=C(C=C1)OC1=CC=NC2=CC(=C(N=C12)OC)OCCOC)=O 5-Bromo-6-ethyl-N-[4-[[6-methoxy-7-(2-methoxyethoxy)-1,5-naphthyridin-4-yl]oxy]phenyl]-1-methyl-4-oxopyridine-3-carboxamide